FC(SC=1C=C(OC2=CC(=C(C=C2C)N=CN(C)CC)C)C=CC1)F N'-(4-{3-[(difluoromethyl)thio]Phenoxy}-2,5-dimethylphenyl)-N-ethyl-N-methyl-formamidine